(E)-ethyl 2-methylbut-2-enoate (ethyl tiglate) C(C)C/C(/C(=O)O)=C\C.C/C(/C(=O)OCC)=C\C